tert-butyl 4-(2-fluoro-6-methoxy-4-(1-(4-methoxybenzyl)-6-methyl-7-oxo-6,7-dihydro-1H-pyrazolo[3,4-c]pyridin-4-yl)benzylidene)piperidine-1-carboxylate FC1=C(C=C2CCN(CC2)C(=O)OC(C)(C)C)C(=CC(=C1)C=1C2=C(C(N(C1)C)=O)N(N=C2)CC2=CC=C(C=C2)OC)OC